N-((4-((5-chloropyrimidin-2-yl)oxy)-3-methylphenyl)carbamoyl)cyclohexanecarboxamide ClC=1C=NC(=NC1)OC1=C(C=C(C=C1)NC(=O)NC(=O)C1CCCCC1)C